NC1=NC=CC(=N1)C1=C(N=C(S1)C1=CC=C(C=C1)N1CCN(CC1)CC1CCN(CC1)C1=CC=C(C=C1)C1C(NC(CC1)=O)=O)C=1C(=C(C=CC1)C(CC)S(=O)(=O)N)F (3-(5-(2-aminopyrimidin-4-yl)-2-(4-(4-((1-(4-(2,6-dioxopiperidin-3-yl)phenyl)piperidin-4-yl)methyl)piperazin-1-yl)phenyl)thiazol-4-yl)-2-fluorophenyl)propane-1-sulfonamide